(tribromosilyl)ethyl-succinic anhydride Br[Si](Br)(Br)CCC1C(=O)OC(C1)=O